FC=1C=C(OC2=C(C=C(C=C2)S(=O)(=O)C)C=2C3=C(C(N(C2)C)=O)NC=C3)C=CC1 4-[2-(3-fluorophenoxy)-5-(methylsulfonyl)phenyl]-6-methyl-1,6-dihydro-7H-pyrrolo[2,3-c]pyridin-7-one